Methyl 2-[acetyl(2-chlorobenzyl)amino]-6-hydroxy-1-benzothiophene-3-carboxylate C(C)(=O)N(C=1SC2=C(C1C(=O)OC)C=CC(=C2)O)CC2=C(C=CC=C2)Cl